methyl-1-(5'H,7'H-spiro[cyclobutane-1,4'-thieno[2,3-c]pyran]-7'-yl)methylamine CNCC1OCC2(C3=C1SC=C3)CCC2